[Cl-].C(C(=C)C)(=O)OCCC[N+](CC)(C)C methacryloxypropyl-dimethylethylammonium chloride